(R)-N-((S)-3-(2-chloro-4-hydroxyphenyl)-2-(dimethylamino)propyl)-3-(pyridin-3-yl)-3-(1-(trifluoromethyl)cyclopropyl)propanamide ClC1=C(C=CC(=C1)O)C[C@@H](CNC(C[C@@H](C1(CC1)C(F)(F)F)C=1C=NC=CC1)=O)N(C)C